OC(C(=O)O)CCCCCCCCCCCCCCCC hydroxyoctadecanic acid